2-((5-(3-Ethyl-1,2,4-oxadiazol-5-yl)-2-methylphenyl)amino)-1-(1H-indol-3-yl)ethan-1-one C(C)C1=NOC(=N1)C=1C=CC(=C(C1)NCC(=O)C1=CNC2=CC=CC=C12)C